ClC1=C(C(=CC=C1)Cl)C(C(CC)O)O 1-(2,6-dichlorophenyl)-3-methyl-1,2-propanediol